NC1=NC=C(C2=C1C(=NN2C)C2=CC(=C(C=C2)NS(=O)(=O)C(F)F)O[C@@H](C)C2=CC=C(C=C2)F)C#CCOCCOCC(=O)O 2-{2-[(3-{4-amino-3-[4-(difluoromethanesulfonamido)-3-[(1S)-1-(4-fluorophenyl)ethoxy]phenyl]-1-methyl-1H-pyrazolo[4,3-c]pyridin-7-yl}prop-2-yn-1-yl)oxy]ethoxy}acetic acid